2-[[(4-pyridyl)sulfinyl]methyl]glutaric acid N1=CC=C(C=C1)S(=O)CC(C(=O)O)CCC(=O)O